2-(4-(2-(2-(3-((dimethylamino)methyl)imidazo[1,2-a]pyridin-6-yl)-5-fluorophenoxy)ethyl)-1,5-dimethyl-1H-pyrazol-3-yl)propan-2-ol CN(C)CC1=CN=C2N1C=C(C=C2)C2=C(OCCC=1C(=NN(C1C)C)C(C)(C)O)C=C(C=C2)F